2-chloro-N-(((1R,5S,6s)-3-(5-(3-cyano-6-(2-hydroxy-2-methylpropoxy)pyrazolo[1,5-a]pyridin-4-yl)pyrazin-2-yl)-3-azabicyclo[3.1.0]hexan-6-yl)methyl)-6-fluorobenzamide ClC1=C(C(=O)NCC2[C@@H]3CN(C[C@H]23)C2=NC=C(N=C2)C=2C=3N(C=C(C2)OCC(C)(C)O)N=CC3C#N)C(=CC=C1)F